1,1-bis(3-aminophenyl)-1-phenylethane NC=1C=C(C=CC1)C(C)(C1=CC=CC=C1)C1=CC(=CC=C1)N